NC=1C(=C(C=C2C=C(N=CC12)NC(OC(C)C)=O)C1=C(C2=C(OCCN2)N=C1)C)F Isopropyl (8-amino-7-fluoro-6-(8-methyl-2,3-dihydro-1H-pyrido[2,3-b][1,4]oxazin-7-yl)isoquinolin-3-yl)carbamate